((3-ethyl-2-(2-methylpyridin-4-yl)-1H-indol-5-yl) methyl) carbamate C(N)(OCC=1C=C2C(=C(NC2=CC1)C1=CC(=NC=C1)C)CC)=O